2-bromo-N-methyl-N-methacryloylbenzamide BrC1=C(C(=O)N(C(C(=C)C)=O)C)C=CC=C1